C(CCC)O Normal butanol